COC(C(CC1=NN(C=C1C=C)CC1=CC=C(C=C1)OC)O)=O 2-hydroxy-3-(1-(4-methoxybenzyl)-4-vinyl-1H-pyrazol-3-yl)propionic acid methyl ester